C[NH+](C)C.C(C=CC=CC=CC=CCCCCCCCCCCCCC)(=O)[O-] docosatetraenoic acid trimethylammonium salt